methyl-cyclohexenetricarboxylic acid CC1=C(C(CCC1)(C(=O)O)C(=O)O)C(=O)O